cis-4-[(3,5-dicyano-2-pyridyl)oxy]-N-ethyl-2'-oxo-spiro[cyclohexane-1,3-indoline]-5'-carboxamide C(#N)C=1C(=NC=C(C1)C#N)OC1CCC2(C(NC3=CC=C(C=C23)C(=O)NCC)=O)CC1